P(=O)([O-])([O-])[O-].[Se+3] mono-selenium phosphate